S1C=NC2=C1C=CC(=C2)[C@@H](C)N2CCN(CC2)C2=NC=C(C=N2)S(=O)(C)=N (2-(4-((R)-1-(benzo[d]thiazol-5-yl)ethyl)piperazin-1-yl)pyrimidin-5-yl)(imino)(methyl)-λ6-sulfanone